7-phenyl-1,4-thiazepane C1(=CC=CC=C1)C1CCNCCS1